BrC1=CC(=CC2=C1OC1=C2C=CC=C1)NC1=CC=CC=C1 4-bromo-N-phenyldibenzo[b,d]Furan-2-amine